4-(3-benzhydrylguanidino)-3-fluoro-N-(7-(hydroxyamino)-7-oxoheptyl)benzamide C(C1=CC=CC=C1)(C1=CC=CC=C1)NC(NC1=C(C=C(C(=O)NCCCCCCC(=O)NO)C=C1)F)=N